N[C@H](COCCC(=O)N1C[C@@H]2COCC3=C(N2CC1)N=CC(=C3)C(F)(F)F)C 3-((S)-2-aminopropoxy)-1-((R)-3-(trifluoromethyl)-7a,8,10,11-tetrahydro-5H-pyrazino[2,1-c]pyrido[2,3-e][1,4]oxazepin-9(7H)-yl)propan-1-one